N-((2S,3S)-1-(bicyclo[1.1.1]pent-1-ylcarbonyl)-2-((3'-fluorobiphenyl-3-yl)methyl)pyrrolidin-3-yl)methanesulfonamide C12(CC(C1)C2)C(=O)N2[C@H]([C@H](CC2)NS(=O)(=O)C)CC=2C=C(C=CC2)C2=CC(=CC=C2)F